C(C)(=O)O[C@@H]1[C@@H](CC2=C(C=CC(=C12)SC(F)(F)F)OC1=CC(=CC(=C1)F)Cl)F [(1S,2R)-4-(3-chloro-5-fluoro-phenoxy)-2-fluoro-7-(trifluoromethylsulfanyl)indan-1-yl] acetate